3-phenyl-4,5-dihydro-isoxazole-5-carbonyl chloride C1(=CC=CC=C1)C1=NOC(C1)C(=O)Cl